C(C=C)(=O)OC1(C2CC3CC(CC1C3)C2)C(C)CC 2-(sec-butyl)adamantan-2-yl acrylate